2-(3-acetyl-3-azabicyclo[3.3.1]nonane-9-carboxamido)-9-(5,6,7,8-tetrahydro-1,8-naphthyridin-2-yl)nonanoic acid C(C)(=O)N1CC2CCCC(C1)C2C(=O)NC(C(=O)O)CCCCCCCC2=NC=1NCCCC1C=C2